COCCOC=1N(C2=C(N1)C=CC(=C2)C(=O)O)C[C@H]2OCC2 (2-methoxyethoxy)-3-[[(2S)-oxetan-2-yl]methyl]benzimidazole-5-carboxylic acid